N1N=C(C=C1)C1=NC(=CC=C1)C1=NNC=C1 2,6-di(1H-pyrazol-3-yl)pyridine